C(C=C)OC(=C)CCCCCCC(=C)OCC=C 2,9-bis(allyloxy)deca-1,9-diene